NC=1N=C(C2=C(N1)NC(=C2)C2=CC=C(C=C2)C(F)(F)F)C=2C(=C(C=CC2)N2C(C1=C(C=C(C=C1C=C2)C2CC2)F)=O)CO 2-(3-{2-amino-6-[4-(trifluoromethyl)phenyl]-7H-pyrrolo[2,3-d]pyrimidin-4-yl}-2-(hydroxymethyl)phenyl)-6-cyclopropyl-8-fluoroisoquinolin-1(2H)-one